6-(difluoromethoxy)-4-[7-fluoro-2-(oxan-2-yl)indazol-4-yl]-2-[(4-methoxyphenyl)methoxy]-1,7-phenanthroline-3-amine FC(OC=1C=C2C(=C(C(=NC2=C2C=CC=NC12)OCC1=CC=C(C=C1)OC)N)C=1C2=CN(N=C2C(=CC1)F)C1OCCCC1)F